N-allyl-N'-β-hydroxyethyl-thiourea C(C=C)NC(=S)NCCO